FC1=C(C=C(C=C1)F)C=1C=C(C=2OCCNC2N1)NC1=CC=NC=C1 N-[6-(2,5-difluorophenyl)-2H,3H,4H-pyrido[3,2-b][1,4]-oxazin-8-yl]pyridin-4-amine